COC([C@H](C[C@H]1C(NCC1)=O)NC(=O)OC(C)(C)C)=O.Cl.N[C@H](C(=O)OC)C[C@H]1C(NCC1)=O Methyl (S)-2-amino-3-((S)-2-oxopyrrolidin-3-yl)propanoate hydrochloride Methyl-(S)-2-((tert-butoxycarbonyl)amino)-3-((S)-2-oxopyrrolidin-3-yl)propanoate